N-[(dimethylamino)(3H-[1,2,3]triazolo[4,5-b]pyridin-3-yloxy)methylidene]-N-methylmethan-aminium hexafluorophosphate F[P-](F)(F)(F)(F)F.CN(C)C(=[N+](C)C)ON1N=NC=2C1=NC=CC2